N-(7-methoxy-4-(1-methyl-4-phenyl-1H-pyrazol-3-yl)quinazolin-6-yl)cyclopropanecarboxamide COC1=C(C=C2C(=NC=NC2=C1)C1=NN(C=C1C1=CC=CC=C1)C)NC(=O)C1CC1